[NH2+]1CCOCC1.[Cu+2] Copper morpholinium